CC1(C=2C=CC=CC2N2C3=C(C=CC=C13)N=C2)C 6,6-dimethyl-6H-imidazo[4,5,1-de]acridine